C(C)(C)(C)OC(=O)N1CCN(CC1)S(=O)(=O)C1=CC=C(C=C1)I 4-(4-iodophenyl)sulfonylpiperazine-1-carboxylic acid tert-butyl ester